N-[(3S)-1-cyanopyrrolidin-3-yl]-N-methyl-2-(phenylamino)pyridine-3-sulfonamide C(#N)N1C[C@H](CC1)N(S(=O)(=O)C=1C(=NC=CC1)NC1=CC=CC=C1)C